FC(C1=NC=C(C(=C1)C1=C(C=NC(=C1)C)C(=O)NC=1SC2=C(N1)C(NC2)C(C=2C=CC=NC2)=O)OC)F 2'-(difluoromethyl)-5'-methoxy-6-methyl-N-(5-picolinoyl-5,6-dihydro-4H-pyrrolo[3,4-d]thiazol-2-yl)-[4,4'-bipyridine]-3-carboxamide